(4,8-bis(4-(2-ethylhexyl)-5-fluorothiophen-2-yl)benzo[1,2-b:4,5-b']dithiophene-2,6-diyl)bis(trimethylstannane) C(C)C(CC=1C=C(SC1F)C1=C2C(SC(=C2)[Sn](C)(C)C)=C(C2=C1SC(=C2)[Sn](C)(C)C)C=2SC(=C(C2)CC(CCCC)CC)F)CCCC